ClC=1C=CC(=C(C1)O)C1=C2C(=C(N=N1)NC1CC(C1)(C)O)C=NC=C2 5-chloro-2-(4-(((1r,3r)-3-hydroxy-3-methylcyclobutyl)amino)pyrido[3,4-d]pyridazin-1-yl)phenol